BrC1=CC=C2C(=C(C(=NC2=C1)Cl)NC(C(CCC)C)=O)NCC(C)(C)O N-(7-bromo-2-chloro-4-((2-hydroxy-2-methylpropyl)amino)quinolin-3-yl)-2-methylpentanamide